ClC1=C(C=CC=C1)C=1NC(=C(N1)C1=CC=CC=C1)C1=CC=CC=C1 (o-chlorophenyl)-4,5-diphenylimidazole